N-(2,3-dihydroxypropyl)methacrylamide OC(CNC(C(=C)C)=O)CO